(2-methylpyridin-4-yl)methanone CC1=NC=CC(=C1)C=O